ethyl (E)-3-(6-(chloromethyl)pyridin-3-yl)acrylate ClCC1=CC=C(C=N1)/C=C/C(=O)OCC